(4-((1,4-dioxo-1,4-dihydronaphthalen-2-yl)amino)phenyl)-2,4-difluorobenzamide O=C1C(=CC(C2=CC=CC=C12)=O)NC1=CC=C(C=C1)C=1C(=C(C(=O)N)C=CC1F)F